C1(C=CCCC1)=O 2-cyclohexene-1-one